2-(aminomethyl)acrylic acid NCC(C(=O)O)=C